(S)-4-bromo-N-(2-((tert-butyldimethylsilyl)oxy)propyl)-N-methylbenzamide BrC1=CC=C(C(=O)N(C)C[C@H](C)O[Si](C)(C)C(C)(C)C)C=C1